Mercury Selenium Oxide [Se]=O.[Hg]